COCC1(C=CC=C1)COC 1,1-bis(methoxymethyl)cyclopentadiene